OC(O)NC(N=CC)=O dihydroxymethylethylideneurea